C(C)(C)(C)OC(N[C@@H]1C[C@@H](C1)OC=1C=2N(C=C(C1)C1=C(C=C(C(=C1)F)OCC1=CC=CC=C1)CC)C=NC2)=O cis-tert-butyl(3-((6-(4-(benzyloxy)-2-ethyl-5-fluorophenyl)imidazo[1,5-a]pyridine-8-yl)oxy)cyclobutyl)carbamate